FC1=CC=C(CN2CC=3C(CC2)=C(N(N3)C3=NC=CC=C3)O)C=C1 6-(4-fluorobenzyl)-2-(pyridin-2-yl)-4,5,6,7-tetrahydro-2H-pyrazolo[3,4-c]pyridin-3-ol